hydroxy-2-pyridinemethanesulphonic acid OC=1C(=NC=CC1)CS(=O)(=O)O